N=1NC=C2C1CNCC2 4,5,6,7-tetrahydro-2H-pyrazolo[3,4-c]pyridine